C(CCCCCCCC)OCOCCCC(C)Br 4-bromopentyl nonyloxymethyl ether